[Cl-].[Cl-].C1C(=CC2=CC=CC=C12)[Zr](C1C(=C(C(=C1C)C)C)C)(C)C (1H-inden-2-yl)dimethyl(2,3,4,5-tetramethyl-cyclopenta-2,4-dienyl)zirconium dichloride